1-methyl-5-((methylamino)methyl)-1H-1,2,3-triazole CN1N=NC=C1CNC